S(=O)(=O)=NC(=O)N.[Na] sodium sulfonylurea